1-((3-(2-(2,3-dichlorophenyl)-azetidine-1-carbonyl)bicyclo-[1.1.1]pentan-1-yl)methyl)-1H-indazole-5-carbonitrile ClC1=C(C=CC=C1Cl)C1N(CC1)C(=O)C12CC(C1)(C2)CN2N=CC1=CC(=CC=C21)C#N